4-(2-methyl-2H-indazol-5-yl)-N-((3aR,5s,6aS)-2-((tetrahydro-2H-pyran-4-yl)methyl)octahydrocyclopenta[c]pyrrol-5-yl)thieno[2,3-d]pyridazin-7-amine CN1N=C2C=CC(=CC2=C1)C1=C2C(=C(N=N1)NC1C[C@@H]3[C@@H](CN(C3)CC3CCOCC3)C1)SC=C2